C(C)(C)(C)OC(=O)NCCCCCBr 5-(tert-butoxycarbonylamino)pentyl bromide